1-[4-(6-Methoxy-pyridine-3-sulfonyl)-phenyl]-3-oxazol-5-ylmethyl-urea COC1=CC=C(C=N1)S(=O)(=O)C1=CC=C(C=C1)NC(=O)NCC1=CN=CO1